C12C(C3CC(CC(C1)C3)C2)OC(C(CC(=O)O)NC2=CC=C(C=C2)C)=O 4-((adamantan-2-yl)oxy)-4-oxo-3-(p-tolylamino)butanoic acid